5-(Benzylaminomethyl)-1-ethyl-1H-indol C(C1=CC=CC=C1)NCC=1C=C2C=CN(C2=CC1)CC